normaloctanol C(CCCCCCC)O